C1(CC1)C1=C(C(=NO1)C1=C(C=C(C=C1Cl)F)Cl)C1=CC2(C1)CCN(CC2)C=2C=C1C(=CC(=NC1=CC2)C(=O)O)OC 6-(2-(5-cyclopropyl-3-(2,6-dichloro-4-fluorophenyl)isoxazol-4-yl)-7-azaspiro[3.5]non-1-en-7-yl)-4-methoxyquinoline-2-carboxylic acid